7-octylpentadecyl-octadeca-9,12-dienoic acid ethyl ester C(C)OC(C(CCCCCCC=CCC=CCCCCC)CCCCCCC(CCCCCCCC)CCCCCCCC)=O